CC=1C=C(OC1)C1(CN(CC1)CC1=CC=C(C=C1)NC(C)=O)CCC1=CC=CC=C1 N-(4-((3-(4-methylfuran-2-yl)-3-phenethylpyrrolidin-1-yl)methyl)phenyl)acetamide